N-((1-(5-Amino-1-(2-morpholinoethyl)-1H-1,2,4-triazol-3-yl)-4-phenylpiperidin-4-yl)methyl)-6-chloro-2-(trifluoromethyl)quinolin-4-amine NC1=NC(=NN1CCN1CCOCC1)N1CCC(CC1)(C1=CC=CC=C1)CNC1=CC(=NC2=CC=C(C=C12)Cl)C(F)(F)F